C(C#CCC(=O)[O-])C(=O)[O-] 2-butyne-1,4-diyldicarboxylate